FC1=C(C=CC(=C1)F)NS(=O)(=O)C1=CNC2=NC=CC=C21 N-(2,4-difluorophenyl)1H-pyrrolo[2,3-b]pyridine-3-sulfonamide